N1CCC12CC(C2)NC=2N=CC1=C(N2)C(=NC=C1)NC(C)C 2-(((4r,6s)-1-azaspiro[3.3]hept-6-yl)amino)-8-(isopropylamino)pyrido[3,4-d]pyrimidine